4-(4-(6-amino-5-(1-(2,6-dichloro-3-fluorophenyl)ethoxy)pyridin-3-yl)-1H-pyrazol-1-yl)piperidine NC1=C(C=C(C=N1)C=1C=NN(C1)C1CCNCC1)OC(C)C1=C(C(=CC=C1Cl)F)Cl